(Ra)-N-[6-(5-chloro-1,3-benzoxazol-2-yl)spiro[3.3]heptan-2-yl]-5-(2-methylpropanoylsulfamoyl)furan-2-carboxamide ClC=1C=CC2=C(N=C(O2)C2CC3(CC(C3)NC(=O)C=3OC(=CC3)S(NC(C(C)C)=O)(=O)=O)C2)C1